[3-[2-[(1R)-3-[(3S)-3-benzyloxybutoxy]-1-methyl-propyl]triazol-4-yl]-1-tetrahydropyran-2-yl-indazol-5-yl]oxy-tert-butyl-dimethyl-silane C(C1=CC=CC=C1)O[C@H](CCOCC[C@@H](C)N1N=CC(=N1)C1=NN(C2=CC=C(C=C12)O[Si](C)(C)C(C)(C)C)C1OCCCC1)C